C(=O)C=1C=C(C2=C(N=C(O2)C=2C(=C(C=CC2)C2=C(C(=CC=C2)NC=2C3=C(N=C(N2)C)C=C(C=N3)CNC[C@H](C)O)C)C)C1)C#N (S)-5-formyl-2-(3'-(7-((2-hydroxypropyl-amino)methyl)-2-methylpyrido[3,2-d]pyrimidin-4-ylamino)-2,2'-dimethylbiphenyl-3-yl)benzo[d]oxazole-7-carbonitrile